7-[[5-[(2R)-2-[[cyclopropyl-(methyl)amino]methyl]morpholin-4-yl]-2-pyridyl]amino]-4-(7-fluoroimidazo[1,2-a]pyridin-3-yl)isoindolin-1-one C1(CC1)N(C)C[C@@H]1CN(CCO1)C=1C=CC(=NC1)NC=1C=CC(=C2CNC(C12)=O)C1=CN=C2N1C=CC(=C2)F